4-(Phenylthio)phenyldiphenylsulfonium hexafluoroantimonate F[Sb-](F)(F)(F)(F)F.C1(=CC=CC=C1)SC1=CC=C(C=C1)[S+](C1=CC=CC=C1)C1=CC=CC=C1